FC(C=1C=NC2=CC(=C(C=C2C1)F)C#CC1=NN(C(=C1C(=O)N)NC)[C@@H]1CN([C@H](C1)COC)C(C=C)=O)F 3-{2-[3-(difluoromethyl)-6-fluoroquinolin-7-yl]ethynyl}-1-[(3s,5r)-5-(methoxymethyl)-1-(prop-2-enoyl)pyrrolidin-3-yl]-5-(methylamino)pyrazole-4-carboxamide